N-(3-(4-(cyclohexylamino)-6-((2-methoxy-4-morpholinophenyl)amino)-1H-pyrazolopyrimidin-3-yl)phenyl)methanesulfonamide C1(CCCCC1)NN1CN(C=C2C1=C(NN2)C=2C=C(C=CC2)NS(=O)(=O)C)NC2=C(C=C(C=C2)N2CCOCC2)OC